(1,4-diazabicyclo[3.2.2]nonan-4-yl)(3-(5-chloro-2-fluorophenyl)-4,7-dihydropyrano[3,4-c]pyrazol-1(5H)-yl)methanone N12CCN(C(CC1)CC2)C(=O)N2N=C(C1=C2COCC1)C1=C(C=CC(=C1)Cl)F